ClC=1C=C(OCC2OC2)C=CC1 2-((3-chlorophenoxy)methyl)oxirane